C1(CC1)[C@H](N[S@](=O)C(C)(C)C)C1=C(C=C(C=C1)F)F (R)-N-((S)-cyclopropyl(2,4-difluorophenyl)methyl)-2-methylpropane-2-sulfinamide